COC(CC1C2=C(OC1C1=CC=CC=C1)C(C1=CC=CC=C1C2=C=O)=C=O)=O (4,9-dicarbonyl-2-phenyl-2,3,4,9-tetrahydronaphtho[2,3-b]furan-3-yl)acetic acid methyl ester